ClC=1C=NC(=C(C(=O)NC2CCC(CC2)CN2C(N(C3=C2C=C(C=C3)F)C=3C=CC(=NC3)C(=O)NC)=O)C1)C(F)(F)F 5-(3-(((1r,4r)-4-(5-chloro-2-(trifluoromethyl)nicotinamido)cyclohexyl)methyl)-5-fluoro-2-oxo-2,3-dihydro-1H-benzo[d]imidazol-1-yl)-N-methyl-picolinamide